N-(4-(benzofuran-2-yl)phenyl)-2-(4-(trifluoromethyl)phenyl)acetamide O1C(=CC2=C1C=CC=C2)C2=CC=C(C=C2)NC(CC2=CC=C(C=C2)C(F)(F)F)=O